COC=1C=C(C=CC1OC)C1=CC=NC=2N1N=C(C2)C(=O)NC2CCC(CC2)C(=O)OCCCCCCCCCC decyl (1r,4r)-4-(7-(3,4-dimethoxyphenyl)pyrazolo[1,5-a]pyrimidine-2-carboxamido)cyclohexane-1-carboxylate